BrC=1C(=NC(=NC1N1N=CC=C1)N1N=CC=C1)N 5-bromo-2,6-bis(1H-pyrazol-1-yl)-pyrimidin-4-amine